1-(5-((4-chloro-5-(trifluoromethyl)pyrimidin-2-yl)amino)-4-cyclopropylisoindolin-2-yl)-2,2,2-trifluoroethan-1-one ClC1=NC(=NC=C1C(F)(F)F)NC=1C(=C2CN(CC2=CC1)C(C(F)(F)F)=O)C1CC1